C1(=CC=CC=C1)C=1CC(NN1)=O 5-phenyl-2,4-dihydro-3H-pyrazol-3-one